3-{[4-benzyl-7-({2-hydroxy-5-methyl-3-[(2,3,4,5,6-pentahydroxyhexyl)carbamoyl]phenyl}methyl)-1,4,7-triazecan-1-yl]methyl}-2-hydroxy-5-methyl-N-(2,3,4,5,6-pentahydroxyhexyl)benzamide C(C1=CC=CC=C1)N1CCN(CCCN(CC1)CC1=C(C(=CC(=C1)C)C(NCC(C(C(C(CO)O)O)O)O)=O)O)CC=1C(=C(C(=O)NCC(C(C(C(CO)O)O)O)O)C=C(C1)C)O